ClC=1C(N(C(=CC1OCC1=NC=C(C=C1F)F)C)C1=CC(=NC=C1C)C1=NC(=NC=C1)C(O)C1CC1)=O 3-chloro-2'-{2-[cyclopropyl(hydroxy)methyl]pyrimidin-4-yl}-4-[(3,5-difluoropyridin-2-yl)methoxy]-5',6-dimethyl-[1,4'-bipyridin]-2-one